N(=[N+]=[N-])CC=1SC(=CN1)OCCOCC1=CC=CC=C1 2-(azidomethyl)-5-(2-(benzyloxy)ethoxy)thiazole